R-trimethoxysilane CO[SiH](OC)OC